4-(7-bromo-6-iodo-quinazolin-4-yl)piperazine-1-carboxylic acid tert-butyl ester C(C)(C)(C)OC(=O)N1CCN(CC1)C1=NC=NC2=CC(=C(C=C12)I)Br